C(C1=CC=CC=C1)OC=1C(=NC(=CC1)C=1C=NN(C1C1=CC=C(C=C1)OC)COCC[Si](C)(C)C)F 3-(benzyloxy)-2-fluoro-6-(5-(4-methoxyphenyl)-1-((2-(trimethylsilyl)ethoxy)methyl)-1H-pyrazol-4-yl)pyridine